OC[C@@H]1[C@H]([C@@H](CCC1)OC)NC(OC(C)(C)C)=O |o1:2,3,4| tert-butyl ((1R,2S,6R)-rel-2-(hydroxymethyl)-6-methoxycyclohexyl)carbamate